ClC1=C(C(=C(C=C1)N1CCN(CC1)[C@@H]1C(CN(CC1)C1=C(C=C(C=C1)C=1C(=NC(=CC1)OCC1=CC=CC=C1)OCC1=CC=CC=C1)F)(F)F)F)F 1-(4-chloro-2,3-difluoro-phenyl)-4-[(4S)-1-[4-(2,6-dibenzyloxy-3-pyridyl)-2-fluoro-phenyl]-3,3-difluoro-4-piperidyl]piperazine